[Fe](Br)Br.C(CCC)N1CN(C=C1)C 1-butyl-3-methylimidazole iron bromide